[Cl-].C[N+](CCSCCOCCC)(C)C trimethylpropyl-oxyethylenethioethyleneammonium chloride